5-AMINOPYRAZOL-CARBOXAMID NC1=CC(=NN1)C(=O)N